4-(4,4,5,5-tetramethyl-1,3,2-dioxaborolan-2-yl)pyridinecarbonitrile CC1(OB(OC1(C)C)C1=CC(=NC=C1)C#N)C